OC1=CC=C(C=NNC(=O)N)C=C1 4-hydroxybenzaldehyde semicarbazone